2-((2-(1,3-dioxolan-2-yl)-3-((4-methoxybenzyl)oxy)phenoxy)methyl)pyrimidin-4-amine O1C(OCC1)C1=C(OCC2=NC=CC(=N2)N)C=CC=C1OCC1=CC=C(C=C1)OC